ClC1=CC(=C(C=C1)[C@@]1(OC2=C(O1)C=CC=C2C2CCN(CC2)CC2=NC=C(C=C2CS(=O)(=O)C)C2=NN=C(N2)C(F)(F)F)C)F 2-({4-[(2S)-2-(4-chloro-2-fluorophenyl)-2-methyl-2H-1,3-benzodioxol-4-yl]piperidin-1-yl}methyl)-3-(methanesulfonylmethyl)-5-[5-(trifluoromethyl)-4H-1,2,4-triazol-3-yl]pyridine